Cl.C(C1=CC=CC=C1)(=O)C1=CC2=C(C=N1)C(CN2)(C)C 6-Benzoyl-3,3-dimethyl-2,3-dihydro-1H-pyrrolo[3,2-c]pyridine, hydrochloride Salt